C=1N(C=C2C=CC=CC12)C1=NC(=NC(=C1)C1=CC(=CC=C1)OC)N 4-(Isoindol-2-yl)-6-(3-methoxyphenyl)pyrimidin-2-amine